9-[4-(Benzyloxy)-2,6-difluorophenyl]-8-(prop-2-yl)-2-[3-(trifluoromethyl)phenyl]-9H-purine C(C1=CC=CC=C1)OC1=CC(=C(C(=C1)F)N1C2=NC(=NC=C2N=C1C(C)C)C1=CC(=CC=C1)C(F)(F)F)F